C(C)(C)(C)OC(=O)N1CC(OCC1)C(=O)N1CCN(CC1)C1=NC=C(C=N1)C(F)(F)F 2-(4-(5-(Trifluoromethyl)pyrimidin-2-yl)piperazine-1-carbonyl)morpholine-4-carboxylic acid tert-butyl ester